2-(2-chloro-4-(2-((7-methoxy-4,5-dihydronaphtho[1,2-d]thiazol-2-yl)amino)-2-oxoethyl)phenoxy)pyridine-3-carboxamide ClC1=C(OC2=NC=CC=C2C(=O)N)C=CC(=C1)CC(=O)NC=1SC2=C(N1)C1=CC=C(C=C1CC2)OC